C1=C(C=CC2=CC=CC=C12)C#CC(CCC(=O)C1=CC=CC=C1)CC(F)(F)F 6-(naphthalen-2-yl)-1-phenyl-4-(2,2,2-trifluoroethyl)hex-5-yn-1-one